methyl 1,2,3,4-tetrahydroisoquinoline-7-carboxylate hydrochloride Cl.C1NCCC2=CC=C(C=C12)C(=O)OC